C(#N)C1=C(C(=C(OCC=2C=C(C=CC2)NC(OC(C)(C)C)=O)C=C1)F)C1OCCO1 tert-butyl (3-((4-cyano-3-(1,3-dioxolan-2-yl)-2-fluorophenoxy)methyl)phenyl)carbamate